BrCC1=C(C(=CC=C1)[N+](=O)[O-])CBr 1,2-bis(bromomethyl)-3-nitro-benzene